tert-butyl 4-[(4-iodophenoxy)methyl]imidazole-1-carboxylate IC1=CC=C(OCC=2N=CN(C2)C(=O)OC(C)(C)C)C=C1